C[Si](OCCOC(CO)O)(C)C 1-(2-trimethylsiloxy-ethoxy)-1,2-ethylene glycol